2-(cyano-dimethyl-methyl)-2'-fluoro-5'-methoxy-biphenyl-4-carboxylic acid C(#N)C(C1=C(C=CC(=C1)C(=O)O)C1=C(C=CC(=C1)OC)F)(C)C